C(C)OC(C1=C(C(=CC(=C1)Cl)S(=O)(=O)Cl)Cl)=O 2,5-dichloro-3-(chlorosulfonyl)benzoic acid ethyl ester